C(C=C)C=1C=C(C(=C(C1)C1=C(C=CC(=C1)CC=C)O)O)C=CC(=O)C1=CC=C(C=C1)CCCC 3-(5,5'-diallyl-2,2'-dihydroxy-[1,1'-biphenyl]-3-yl)-1-(4-butylphenyl)prop-2-en-1-one